3-bromo-6-chloro-N-(tetrahydro-2H-pyran-4-yl)-1H-pyrazolo[3,4-d]pyrimidin-4-amine BrC1=NNC2=NC(=NC(=C21)NC2CCOCC2)Cl